((8,8-dimethyl-1,4-dioxaspiro[4.5]decan-7-yl)methyl)-1H-benzo[d]imidazole-6-carbonitrile CC1(C(CC2(OCCO2)CC1)CN1C=NC2=C1C=C(C=C2)C#N)C